C(C)(C)(C)OC(=O)N1C[C@@H](N(C[C@H]1CC)C=1C=2N(N=C(C1)Cl)C=C(N2)C(=O)OCC)CO ethyl 8-((2R,5R)-4-(tert-butoxycarbonyl)-5-ethyl-2-(hydroxymethyl) piperazin-1-yl)-6-chloroimidazo[1,2-b]pyridazine-2-carboxylate